ClC(OC1=CC=C(C=C1)NC(=O)C=1C=C2CC(N(C2=C(C1)C1=CC=NN1)C(C)C)C(=O)N(CCOC)CCOC)(F)F N5-(4-(chlorodifluoromethoxy)phenyl)-1-isopropyl-N2,N2-bis(2-methoxyethyl)-7-(1H-pyrazol-5-yl)indoline-2,5-dicarboxamide